2-(4-(ethylsulfonyl)phenyl)-N-(1-isopropyl-2-(4-(trifluoromethyl)benzyl)-1H-benzo[d]imidazol-6-yl)acetamide C(C)S(=O)(=O)C1=CC=C(C=C1)CC(=O)NC=1C=CC2=C(N(C(=N2)CC2=CC=C(C=C2)C(F)(F)F)C(C)C)C1